N1-(2-(cyclohexylamino)-6-fluorophenyl)-N4,N4-dimethylbenzene-1,4-disulfonamide C1(CCCCC1)NC1=C(C(=CC=C1)F)NS(=O)(=O)C1=CC=C(C=C1)S(=O)(=O)N(C)C